(2R,5S)-5-[2-(4-chloro-3-fluorophenoxy)acetamido]-2-{5-[3-(trifluoromethyl)azetidin-1-yl]-1,3,4-oxadiazol-2-yl}piperidine-1-carboxylic acid tert-butyl ester C(C)(C)(C)OC(=O)N1[C@H](CC[C@@H](C1)NC(COC1=CC(=C(C=C1)Cl)F)=O)C=1OC(=NN1)N1CC(C1)C(F)(F)F